5-bromo-2-(difluoromethoxy)-3-methyl-1,2-dihydropyridine BrC=1C=C(C(NC1)OC(F)F)C